N-((3R)-7-(9-oxa-3,7-diazabicyclo[3.3.1]nonan-3-yl)-5,8-difluorochroman-3-yl)-3-amino-6-methylthieno[2,3-b]pyridine-2-carboxamide C12CN(CC(CNC1)O2)C2=CC(=C1C[C@H](COC1=C2F)NC(=O)C2=C(C=1C(=NC(=CC1)C)S2)N)F